C[Si](N1C=NC=C1)(CCC)C N-(dimethyl-n-propylsilyl)imidazole